3-(4-(methylsulfonyl)phenethyl)piperidine-1-carboxylic acid tert-butyl ester C(C)(C)(C)OC(=O)N1CC(CCC1)CCC1=CC=C(C=C1)S(=O)(=O)C